tert-butyl (1-(4-((3-(3-((tert-butoxycarbonyl)amino)azetidin-1-yl)-5-(trifluoromethyl)phenyl)amino)-5-carbamoylpyrimidin-2-yl)piperidin-3-yl)carbamate C(C)(C)(C)OC(=O)NC1CN(C1)C=1C=C(C=C(C1)C(F)(F)F)NC1=NC(=NC=C1C(N)=O)N1CC(CCC1)NC(OC(C)(C)C)=O